C(C1=CC=CC=C1)(=O)N1CC=2NC3=CC=CC=C3C2CC1 2-benzoyl-2,3,4,9-tetrahydro-1H-β-carboline